ClC1=CC(=C(N=N1)C(=O)OC)NC1=CC=C(C=C1)OC1CCSCC1 Methyl 6-chloro-4-((4-((tetrahydro-2H-thiopyran-4-yl)oxy)phenyl)amino)pyridazine-3-carboxylate